1-(5-((3-(4'-fluoro-3,4,5,6-tetrahydro-[1,1'-biphenyl]-2-carbonyl)-3,6-diazabicyclo[3.1.1]heptan-6-yl)methyl)-1-oxoisoindolin-2-yl)dihydropyrimidine-2,4(1H,3H)-dione FC1=CC=C(C=C1)C1=C(CCCC1)C(=O)N1CC2N(C(C1)C2)CC=2C=C1CN(C(C1=CC2)=O)N2C(NC(CC2)=O)=O